C(C1=CC=CC=C1)OC(C(=O)OCC)C(C(=O)OCC)=O 1,4-diethyl 2-(benzyloxy)-3-oxobutanedioate